2-(6-(4-isopropyl-4H-1,2,4-triazol-3-yl)pyridin-2-yl)-5-methyl-4-nitroisoindol-1-one C(C)(C)N1C(=NN=C1)C1=CC=CC(=N1)N1C(C2=CC=C(C(=C2C1)[N+](=O)[O-])C)=O